NC1=C(C=CC=C1)O[As](O)(O)=O aminophenylarsenic acid